FC(C1=CC2=C(N=C(N=C2)NC2CCNCC2)N(C1=O)[C@H]1[C@](CCC1)(C)O)F 6-(difluoromethyl)-8-[(1R,2R)-2-hydroxy-2-methyl-cyclopentyl]-2-(4-piperidylamino)pyrido[2,3-d]pyrimidin-7-one